Cl.N[C@@H](C)C1=C(C=2N=C(N=C(C2S1)NCC=1OC=CC1)Cl)Br 6-[(1S)-1-aminoethyl]-7-bromo-2-chloro-N-[(furan-2-yl)methyl]thieno[3,2-d]pyrimidin-4-amine hydrochloride